6-chloro-7-fluoro-1-[(oxan-4-yl)methyl]-2-[4-(trifluoromethyl)pyrimidin-2-yl]-2,3,4,9-tetrahydro-1H-pyrido[3,4-b]indole ClC=1C=C2C3=C(NC2=CC1F)C(N(CC3)C3=NC=CC(=N3)C(F)(F)F)CC3CCOCC3